(4-(7-chlorofuro[3,2-b]pyridin-2-yl)-2,6-difluorophenyl)((2S,6R)-2,6-dimethylmorpholino)methanone ClC1=C2C(=NC=C1)C=C(O2)C2=CC(=C(C(=C2)F)C(=O)N2C[C@@H](O[C@@H](C2)C)C)F